1-(4-(aminomethyl)phenyl)-3-(4-methoxybenzyl)urea hydrochloride Cl.NCC1=CC=C(C=C1)NC(=O)NCC1=CC=C(C=C1)OC